O1CCNCC12COC(OC2)CCN(C2=CC=C(C#N)C=C2)CC2=CC(=C(C=C2)OC)F 4-((2-(1,8,10-trioxa-4-azaspiro[5.5]undecan-9-yl)ethyl)(3-fluoro-4-methoxybenzyl)amino)benzonitrile